CN1N=C2N=CC(=CC2=C1)C1=CC=C2C(=N1)SC(=C2)C2(CC1(C2)CCCC1)O 2-(6-(2-methyl-2H-pyrazolo[3,4-b]pyridin-5-yl)thieno[2,3-b]pyridin-2-yl)spiro[3.4]octan-2-ol